BrC1=CC=C2C(C(=NN(C2=C1)CC)CCO)=O 7-bromo-1-ethyl-3-(2-hydroxyethyl)cinnolin-4(1H)-one